COC=1C=C(C=CC1)C=1C=CC2=C(N(N=C2C1)C)N1CCN(CC1)C(C=C)=O 1-(4-(6-(3-methoxyphenyl)-2-methyl-2H-indazol-3-yl)piperazin-1-yl)prop-2-en-1-one